Cl.ClC1=C(C=CC(=C1)NC=1C=2N(C=CN1)C(=CN2)C2=CC(=C(C=C2)OC)F)C(=O)N2CCNCC2 (2-chloro-4-((3-(3-fluoro-4-methoxyphenyl)imidazo[1,2-a]pyrazin-8-yl)amino)phenyl)(piperazin-1-yl)methanone hydrochloride